FC=1C=C(CC=2C=NN(C2)C(=O)N[C@@H]2C(N(C3=C(OC2)C=CC(=C3)OCC3CCN(CC3)C(=O)OC(C)(C)C)C)=O)C=CC1 tert-butyl (S)-4-(((3-(4-(3-fluorobenzyl)-1H-pyrazole-1-carboxamido)-5-methyl-4-oxo-2,3,4,5-tetrahydrobenzo[b][1,4]oxazepin-7-yl)oxy)methyl)piperidine-1-carboxylate